tert-butyl 6-(2-hydroxyethyl)-2,6-diazaspiro[3.3]heptane-2-carboxylate OCCN1CC2(CN(C2)C(=O)OC(C)(C)C)C1